C(#C)C1=C(NC=2N=CC(=C(C21)C#N)C2=C(C(=CC=C2C)O)C)C=2C=NC(=NC2)C (S)-3-ethynyl-5-(3-hydroxy-2,6-dimethylphenyl)-2-(2-methylpyrimidin-5-yl)-1H-pyrrolo[2,3-b]pyridine-4-carbonitrile